CN(CCC1(C(C=C(C(=C1)OC)NC1=NC=C(C(=N1)C1=CN(C2=CC=CC=C12)C)C)N)NC)C 1-(2-dimethylaminoethyl)-5-methoxy-N1-methyl-N4-{5-methyl-4-(1-methylindol-3-yl)pyrimidin-2-yl}benzene-1,2,4-triamine